6-chloro-1-(ethoxymethyl)pyrimidine-2,4(1H,3H)-dione ClC1=CC(NC(N1COCC)=O)=O